C(C)OC(C(N1C(CCC1)=O)CC)=O α-ethyl-2-oxo-1-pyrrolidineacetic acid ethyl ester